(isoindolin-2-yl)(4-hydroxy-3-(isoindoline-2-carbonyl)phenyl)methanone C1N(CC2=CC=CC=C12)C(=O)C1=CC(=C(C=C1)O)C(=O)N1CC2=CC=CC=C2C1